(2-pyrimidinyl)-piperazine N1=C(N=CC=C1)N1CCNCC1